O=C1NC(CCC1N1C(C2=CC=CC(=C2C1)C#CCOCCOCCOCCOCCOCCN(C(OC(C)(C)C)=O)C)=O)=O tert-butyl N-[2-[2-[2-[2-[2-[3-[2-(2,6-dioxo-3-piperidyl)-1-oxo-isoindolin-4-yl]prop-2-ynoxy]ethoxy]ethoxy]ethoxy]ethoxy]ethyl]-N-methyl-carbamate